ClC1=NC=C(C(=C1)C1=C(C=NC(=C1)C)C(=O)NC=1SC2=C(N1)CN(C2)C(=O)C=2C(=NN(C2)C)C(F)F)OC 2'-chloro-N-(5-(3-(di-fluoromethyl)-1-methyl-1H-pyrazole-4-carbonyl)-5,6-dihydro-4H-pyrrolo[3,4-d]thiazol-2-yl)-5'-methoxy-6-methyl-[4,4'-bipyridine]-3-carboxamide